N-[4-[3-[4-(hydroxymethyl)phenyl]imidazo[1,2-b]pyridazin-6-yl]phenyl]acetamide OCC1=CC=C(C=C1)C1=CN=C2N1N=C(C=C2)C2=CC=C(C=C2)NC(C)=O